N-(7-(hydroxyamino)-7-oxoheptyl)-3-((4-oxo-3,4-dihydroquinazolin-2-yl)amino)benzamide ONC(CCCCCCNC(C1=CC(=CC=C1)NC1=NC2=CC=CC=C2C(N1)=O)=O)=O